tert-butyl-3-[5-(2,3-dichloro-6-methoxyphenyl)-2-oxopyridin-1-yl]pyrrolidine-1-carboxylate C(C)(C)(C)OC(=O)N1CC(CC1)N1C(C=CC(=C1)C1=C(C(=CC=C1OC)Cl)Cl)=O